F/C(=C(\CC(C1=CC=CC=C1)O)/C1=CC=CC=C1)/P(C1=CC=CC=C1)(C1=CC=CC=C1)=O (Z)-(1-fluoro-4-hydroxy-2,4-diphenyl-but-1-en-1-yl)diphenyl-phosphine oxide